2-nitro-N-(4-phenylthiazol-2-yl)-4-(trifluoromethyl)benzamide [N+](=O)([O-])C1=C(C(=O)NC=2SC=C(N2)C2=CC=CC=C2)C=CC(=C1)C(F)(F)F